COCCCNC(=O)C1CN(C1)C1=CC(=C2C(C(=CN(C2=N1)C=1SC=CN1)C(=O)O)=O)C 7-{3-[(3-methoxypropyl)carbamoyl]azetidin-1-yl}-5-methyl-4-oxo-1-(1,3-thiazol-2-yl)-1,4-dihydro-1,8-naphthyridine-3-carboxylic acid